FC1=CC(=CC2=C1CN([C@H](CO2)C)C(COC)=O)C2=NOC(=N2)C(F)(F)F 1-[(3S)-6-fluoro-3-methyl-8-[5-(trifluoromethyl)-1,2,4-oxadiazol-3-yl]-3,5-dihydro-2H-1,4-benzoxazepin-4-yl]-2-methoxyethanone